1-(2-(4-(2-(Dinonylamino)ethyl)piperazin-1-yl)ethyl)-N1,N2,N2-trinonylethane-1,2-diamine C(CCCCCCCC)N(CCN1CCN(CC1)CCC(CN(CCCCCCCCC)CCCCCCCCC)NCCCCCCCCC)CCCCCCCCC